methyl((1-((2-(3,5-dichlorophenyl)-6-((2-(4-(3-(methylsulfonyl)propyl) piperazin-1-yl)pyrimidin-5-yl)oxy) pyridin-4-yl)methyl)piperidin-4-yl)methyl)carbamate COC(NCC1CCN(CC1)CC1=CC(=NC(=C1)OC=1C=NC(=NC1)N1CCN(CC1)CCCS(=O)(=O)C)C1=CC(=CC(=C1)Cl)Cl)=O